6-(5-(Azetidin-3-ylmethoxy)-3-isopropyl-1H-indol-2-yl)-8-methyl-[1,2,4]triazolo[1,5-a]pyridin N1CC(C1)COC=1C=C2C(=C(NC2=CC1)C=1C=C(C=2N(C1)N=CN2)C)C(C)C